3-[(4-methylpiperazin-1-yl)methyl]bicyclo[1.1.1]pentane-1-carboxylic acid methyl ester COC(=O)C12CC(C1)(C2)CN2CCN(CC2)C